1-methylamino-2-nitro-5-(β,γ-dihydroxypropyl)oxybenzene CNC1=C(C=CC(=C1)OCC(CO)O)[N+](=O)[O-]